1-(aminomethyl)cyclopropane NCC1CC1